FC(C=1C(=C(C=CC1)[C@@H](C)NC1=C2C(=C(N=N1)C)C=NC(=C2)C=2C=CC(=C(CN1CCC(CC1)C1=C(C=C(C=C1C)C1C(NC(CC1)=O)=O)F)C2)F)F)F 3-(4-(1-(5-(1-(((R)-1-(3-(Difluoromethyl)-2-fluorophenyl)ethyl)amino)-4-methyl-pyrido[3,4-d]pyridazin-7-yl)-2-fluorobenzyl)piperidin-4-yl)-3-fluoro-5-methylphenyl)piperidine-2,6-dione